(1R,3R)-5-(2-((1R,3aS,7aR,E)-1-((S)-1-((S)-3-(2,2-difluoroethoxy)pyrrolidin-1-yl)propan-2-yl)-7a-methyloctahydro-4H-inden-4-ylidene)ethylidene)cyclohexane-1,3-diol FC(CO[C@@H]1CN(CC1)C[C@@H](C)[C@H]1CC[C@H]2\C(\CCC[C@]12C)=C\C=C1C[C@H](C[C@@H](C1)O)O)F